1-(piperazine-1-yl)-1,6-dihydroimidazo[4,5-d]pyrrolo[2,3-b]pyridine N1(CCNCC1)N1C=NC=2C1=C1C(=NC2)NC=C1